BrC1=C(C(=C(C(=C1)OCCC)F)F)C1=C(C=C(C(=C1)F)OCCCCC)F 1-bromo-2-(2,5-difluoro-4-pentoxy-phenyl)-3,4-difluoro-5-propoxy-benzene